2,2-bis-(4-glycidoxyphenyl)propane C(C1CO1)OC1=CC=C(C=C1)C(C)(C)C1=CC=C(C=C1)OCC1CO1